dioleoyl-ethyl-dimethyl-ammonium methyl-sulfate COS(=O)(=O)[O-].C(CCCCCCC\C=C/CCCCCCCC)(=O)C([NH+](C)CC)C(CCCCCCC\C=C/CCCCCCCC)=O